4-(spiro[5.5]undecan-3-ylthio)-1H-1,2,3-triazole C1CC(CCC12CCCCC2)SC=2N=NNC2